CN1N=CC(=C1)C1(CCCCC1)O 1-(1-methyl-1H-pyrazol-4-yl)cyclohexan-1-ol